(4-bromophenyl)benzofuran BrC1=CC=C(C=C1)C=1OC2=C(C1)C=CC=C2